C(C1=CC=CC=C1)OC(=O)N1CCC(CC1)N1C[C@@H](CCC1)COCC1(CC1)CF.Cl.Cl.FCC1(CC1)COC[C@H]1CN(CCC1)C1CCNCC1 |r| rac-3-({[1-(Fluoromethyl)cyclopropyl]methoxy}methyl)-1,4'-bipiperidine dihydrochloride rac-Benzyl-3-({[1-(fluoromethyl)cyclopropyl]methoxy}methyl)[1,4'-bipiperidine]-1'-carboxylate